CN(C=1C=2N(C=C(N1)CNC(C=C)=O)C=CN2)CC2=CC=C(C=C2)C(F)(F)F N-((8-(methyl(4-(trifluoromethyl)benzyl)amino)imidazo[1,2-a]pyrazin-6-yl)methyl)acrylamide